Cl.N[C@H]1CN(C[C@H](C1)C)C1=C2C=CC=NC2=C(C=C1)C#N 5-((3R,5S)-3-amino-5-methylpiperidin-1-yl)quinoline-8-carbonitrile hydrochloride